C(C)(=O)O[C@@H]1COCC[C@H]1NC1=NN2C(C=N1)=C(C(=C2C(C)C)I)F (3S,4R)-4-({5-fluoro-6-iodo-7-isopropylpyrrolo[2,1-f][1,2,4]triazin-2-yl}amino)oxan-3-yl acetate